C(CC)N([C@@H](CCCCN)C(=O)O)CCC N,N-dipropyl-L-lysine